(R)-N-((1R,3S,8R,9R,10R,11S,12R,Z)-3-(azidomethyl)-10,11,12-trihydroxy-13-oxa-2-thiabicyclo[7.3.1]tridec-5-en-8-yl)-2-methylpropane-2-sulfinamide N(=[N+]=[N-])C[C@H]1S[C@@H]2[C@@H]([C@H]([C@H]([C@@H]([C@@H](C\C=C/C1)N[S@](=O)C(C)(C)C)O2)O)O)O